β-Phenylethyl butyrate C(CCC)(=O)OCCC1=CC=CC=C1